C(CCCCCCCCCCCC(=O)OC)(=O)OC dimethyl brassylate